N,N'-(4-n-butylphenyl)-N,N'-diphenyl-p-phenylenediamine C(CCC)C1=CC=C(C=C1)N(C1=CC=C(C=C1)NC1=CC=CC=C1)C1=CC=CC=C1